4-(((S)-4-(5-chloro-4-iodopyridin-2-yl)-2-(hydroxymethyl)piperazin-1-yl)methyl)piperidin ClC=1C(=CC(=NC1)N1C[C@H](N(CC1)CC1CCNCC1)CO)I